6-cyclobutoxy-4-(4-fluoro-3-(4-(5-(trifluoromethyl)pyrimidin-2-yl)-1,4-diazepane-1-carbonyl)benzyl)phthalazin-1(2H)-one C1(CCC1)OC=1C=C2C(=NNC(C2=CC1)=O)CC1=CC(=C(C=C1)F)C(=O)N1CCN(CCC1)C1=NC=C(C=N1)C(F)(F)F